nitrogen tetrazolate N1N=NN=C1C(=O)[O-].[N+3].N1N=NN=C1C(=O)[O-].N1N=NN=C1C(=O)[O-]